NC1=NC(=C(C=2N1C(N(N2)CC2=NC(=C(C=C2)F)O)=O)C2=CC(=NC(=C2)C)CO)C2=CC=CC=C2 5-amino-2-[(5-fluoro-6-hydroxy-2-pyridinyl)methyl]-8-[2-(hydroxymethyl)-6-methyl-4-pyridinyl]-7-phenyl-[1,2,4]triazolo[4,3-c]pyrimidin-3-one